BrC1=CC=C2C(=C1)COC21CN(C1)C[C@H]1CN(C[C@H](O1)C)C=1C=2N(C(=CC1)C#N)N=CC2F 4-[(2S,6R)-2-[(6-Bromospiro[1H-isobenzofuran-3,3'-azetidine]-1'-yl)methyl]-6-methyl-morpholin-4-yl]-3-fluoro-pyrazolo[1,5-a]pyridine-7-carbonitrile